C(=C)C1=C(C(=C(C=C1)O)C=C)C=C trivinyl-phenol